CN(C(CCCCCCCCC[C@@H]1[C@@H](C1)C[C@@H]1[C@@H](C1)CCCCC)CCCCCCCCC)C N,N-dimethyl-1-[(1S,2S)-2-[[(1R,2R)-2-pentylcyclopropyl]methyl]cyclopropyl]nonadecan-10-amine